1,2-bis(2'-mercaptoethyl)benzene SCCC1=C(C=CC=C1)CCS